5,12-Dibromo-2,9-bis(2-ethylhexyl)anthra[2,1,9-def:6,5,10-d'e'f']diisoquinoline-1,3,8,10(2H,9H)-tetrone BrC=1C2=C3C=4C(C(N(C(C4C1)=O)CC(CCCC)CC)=O)=CC=C3C=3C=1C4=C(C(N(C(C4=CC3Br)=O)CC(CCCC)CC)=O)C=CC21